methyl ((1-((3-((5-ethyl-2-methoxyphenyl)sulfonamido)-5-fluoro-4-methoxybenzo[d]isoxazol-6-yl)methyl)-1H-pyrazol-4-yl)methyl)carbamate C(C)C=1C=CC(=C(C1)S(=O)(=O)NC1=NOC2=C1C(=C(C(=C2)CN2N=CC(=C2)CNC(OC)=O)F)OC)OC